tert-Butyl (3-fluoro-5-(1-(4-fluorophenyl)-1H-pyrrol-3-yl)benzyl)carbamate FC=1C=C(CNC(OC(C)(C)C)=O)C=C(C1)C1=CN(C=C1)C1=CC=C(C=C1)F